ClC1=C(C(=C(C#N)C(=C1)OC1(CC1)C=O)C1=CC=NN1C)F 4-chloro-3-fluoro-6-(1-formylcyclopropoxy)-2-(1-methyl-1H-pyrazol-5-yl)benzonitrile